(N-[4-Amino-5-[3-(4-pyridyl)isoxazol-5-carbonyl]thiazol-2-yl]-4-fluoroanilino)propanamid NC=1N=C(SC1C(=O)C1=CC(=NO1)C1=CC=NC=C1)N(C1=CC=C(C=C1)F)C(C(=O)N)C